(4-bromo-2-fluorophenoxy)-1-methyl-1H-imidazole-4-carboxylic acid BrC1=CC(=C(OC=2N(C=C(N2)C(=O)O)C)C=C1)F